CN1N=CC(=C1)C=1C=C(C=C(C1)C=1C=NN(C1)C)[C@@H](C)NC(C1=C(C=CC(=C1)O[C@@H]1CN(CC1)C)C)=O N-((R)-1-(3,5-bis(1-methyl-1H-pyrazol-4-yl)phenyl)ethyl)-2-methyl-5-(((S)-1-methylpyrrolidin-3-yl)oxy)benzamide